N1C[C@H](CCC1)N1N=CC(=C1)C=1C=C(C=2N(C1)N=CC2C#N)SC=2C=NC=NC2 6-[1-[(3S)-3-piperidyl]pyrazol-4-yl]-4-pyrimidin-5-ylsulfanyl-pyrazolo[1,5-a]pyridine-3-carbonitrile